N-((5-((2-methoxyethyl)(methyl)amino)pyrazolo[1,5-c]quinazolin-2-yl)methyl)-2-(trifluoromethoxy)benzamide COCCN(C1=NC=2C=CC=CC2C=2N1N=C(C2)CNC(C2=C(C=CC=C2)OC(F)(F)F)=O)C